C(C)(C)(C)OC(=O)N(C=1SC2=C(N1)C(=CC=C2)B(O)O)C(=O)OC(C)(C)C [2-[bis(t-butoxycarbonyl)amino]-1,3-benzothiazol-4-yl]boronic acid